C12CN(CC(CC1)O2)C2=CC(=C(N=N2)CN)N2CC(OCC2)C (6-(8-oxa-3-azabicyclo[3.2.1]oct-3-yl)-4-(2-methylmorpholino)pyridazin-3-yl)methylamine